C12(CC3CC(CC(C1)C3)C2)CNC(=O)C=2N=NC(=CC2)N2CCN(CC2)C(C2=CC(=CC(=C2)C=2C=NC=C(C2)OCC)C(C)(C)C)=O N-(1-Adamantylmethyl)-6-[4-[3-tert-butyl-5-(5-ethoxypyridin-3-yl)benzoyl]piperazin-1-yl]pyridazine-3-carboxamide